FCC1=C[C@H]([C@@H]([C@@H]1O)O)N1C(NC(C=C1)=O)=O 1-((1R,4R,5S)-3-(fluoromethyl)-4,5-dihydroxycyclopent-2-en-1-yl)pyrimidine-2,4(1H,3H)-dione